5-chloro-1-(2-chloropyrimidin-4-yl)-1H-benzo[d]imidazol-2(3H)-one ClC1=CC2=C(N(C(N2)=O)C2=NC(=NC=C2)Cl)C=C1